3-(10,12-dichloro-6-(3-methoxy-4-(13-(2-methoxyphenyl)-1,4,10-trioxa-7,13-diazacyclopentadecan-7-yl)phenyl)-2,9-dioxo-3,4-dihydro-2H,9H-pyrano[3,2-b]xanthen-8-yl)propanoic acid ClC1=C2OC=3C(=C4C(=CC3C(=C2C=C(C1=O)CCC(=O)O)C1=CC(=C(C=C1)N1CCOCCOCCN(CCOCC1)C1=C(C=CC=C1)OC)OC)CCC(O4)=O)Cl